C(C)(C)(C)OC(NC1CCN(CC1)C1=NC=2N(C(=N1)NCC1=CC(=CC=C1)[N+](=O)[O-])N=CC2C(C)C)=O (1-(8-isopropyl-4-((3-nitrobenzyl)amino)pyrazolo[1,5-a][1,3,5]triazin-2-yl)piperidin-4-yl)carbamic acid tert-butyl ester